1-ethyl-3-methylimidazole bis-trifluoromethylphosphate FC(F)(F)OP(=O)(OC(F)(F)F)O.C(C)N1CN(C=C1)C